1-(5-chloro-2-hydroxy-3-iodo-4-methylphenyl)ethanone ClC=1C(=C(C(=C(C1)C(C)=O)O)I)C